tert-butyl (2R,4R)-1-(3-chloro-2-fluorobenzyl)-4-((6-chloro-4-(1,1-difluoroethyl)-3-fluoropyridin-2-yl)methyl)-2-methylpiperidine-4-carboxylate ClC=1C(=C(CN2[C@@H](C[C@@](CC2)(C(=O)OC(C)(C)C)CC2=NC(=CC(=C2F)C(C)(F)F)Cl)C)C=CC1)F